methyl 2-[6-[[4-[4-[tert-butoxycarbonyl(ethyl)amino]-1-piperidyl]-2-methyl-indazole-7-carbonyl]amino]-2-methyl-imidazo[1,2-a]pyridin-8-yl]acetate C(C)(C)(C)OC(=O)N(C1CCN(CC1)C=1C2=CN(N=C2C(=CC1)C(=O)NC=1C=C(C=2N(C1)C=C(N2)C)CC(=O)OC)C)CC